ClC1=C(C(=CC=C1)F)C1CC(=NO1)C=1N=C(SC1)C1CCN(CC1)C(COC1=NC=CN=C1OC)=O 1-(4-(4-(5-(2-chloro-6-fluorophenyl)-4,5-dihydroisoxazol-3-yl)thiazol-2-yl)piperidin-1-yl)-2-((3-methoxypyrazin-2-yl)oxy)ethan-1-one